C(C)C(CP(OC(CCCCCC)C)([O-])=O)CCCC.[Ni+2].CC(CCCCCC)OP([O-])(=O)CC(CCCC)CC nickel (1-methylheptyl) (2-ethylhexyl)phosphonate